4-bromo-N1,N6-bis(4-methoxybenzyl)-N1-methyl-2,7-naphthyridine-1,6-diamine BrC1=CN=C(C2=CN=C(C=C12)NCC1=CC=C(C=C1)OC)N(C)CC1=CC=C(C=C1)OC